CC(CN1N=CC(=C1)[N+](=O)[O-])(C)O 2-methyl-1-(4-nitro-1H-pyrazol-1-yl)propan-2-ol